C1(CC1)C(=O)N1CCN(CC1)CC1=C(C=C(C=C1)C=1N=C2N(C(C1)=O)C=C(C=C2C(C)NC2=C(C(=O)O)C=CC=C2)C)F 2-{[1-(2-{4-[(4-cyclopropanecarbonylpiperazin-1-yl)methyl]-3-fluorophenyl}-7-methyl-4-oxopyrido[1,2-a]pyrimidin-9-yl)ethyl]amino}benzoic acid